NC1=C(C=C(C=N1)C=1C=C(C=CC1)NS(=O)(=O)CCN1CCOCC1)OCC1=C(C(=CC=C1F)F)Cl 2-morpholin-4-yl-ethanesulfonic acid {3-[6-amino-5-(2-chloro-3,6-difluoro-benzyloxy)-pyridin-3-yl]-phenyl}-amide